(Z)-1-(2-(4-(benzyloxy)-3-methylphenyl)-4-methoxybenzofuran-5-yl)-3-hydroxy-3-phenylpropan-2-en-1-one C(C1=CC=CC=C1)OC1=C(C=C(C=C1)C=1OC2=C(C1)C(=C(C=C2)C(\C=C(\C2=CC=CC=C2)/O)=O)OC)C